ethyl 3-((ethylsulfonyl)amino)-2-(((cis-4-methylcyclohexyl)oxy)methyl)-piperidine-1-carboxylate C(C)S(=O)(=O)NC1C(N(CCC1)C(=O)OCC)CO[C@@H]1CC[C@@H](CC1)C